2-[(4S)-4-amino-2-oxa-8-azaspiro[4.5]decan-8-yl]-5-(7-chloro-2-ethyl-2H-indazol-6-yl)-3-methyl-3H,4H,7H-pyrrolo[2,3-d]pyrimidin-4-one hydrochloride Cl.N[C@@H]1COCC12CCN(CC2)C=2N(C(C1=C(N2)NC=C1C=1C=CC2=CN(N=C2C1Cl)CC)=O)C